COCCOCCOCCOCC1=CC=CC=C1 triethylene glycol benzyl methyl ether